FC1=C(C(=CC(=C1)OCCCC1CCN(CC1)C1=NC=C(C=N1)COC)F)CC(=O)N1C[C@@H](CC1)CNC(CO)(CO)CO 2-[2,6-difluoro-4-[3-[1-[5-(methoxymethyl)pyrimidin-2-yl]-4-piperidyl]propoxy]phenyl]-1-[(3S)-3-[[[2-hydroxy-1,1-bis(hydroxymethyl)ethyl]amino]methyl]pyrrolidin-1-yl]ethanone